C(C)(C)OC1=NC=2N(C=C1C(=O)NC=1C(N(C=CC1)[C@@H]1[C@H](C1)C)=O)C=C(N2)[C@]21CO[C@](CC2)(C1)C 7-isopropoxy-2-((1R,4S)-1-methyl-2-oxabicyclo[2.2.1]heptan-4-yl)-N-(1-((1S,2S)-2-methylcyclopropyl)-2-oxo-1,2-dihydropyridin-3-yl)imidazo[1,2-a]pyrimidine-6-carboxamide